CC=1CCCN(N1)C1=CC=CC=C1 6-methyl-2-phenyl-4,5-dihydropyridazin